dibutyl 4,4'-(((2-(pyridin-2-yl)-1,4-phenylene)bis(azanediyl))bis(carbonyl))bis(cyclohexane-1-carboxylate) N1=C(C=CC=C1)C1=C(C=CC(=C1)NC(=O)C1CCC(CC1)C(=O)OCCCC)NC(=O)C1CCC(CC1)C(=O)OCCCC